ClC1=CC(=CC=2C=C(OC21)CNC(OC(C)(C)C)=O)C2=CC=C(C=C2)OC2CCC(CC2)(F)F tert-Butyl (7-chloro-5-(4-(4,4-difluorocyclohexyloxy)phenyl)benzofuran-2-yl)methylcarbamate